C(C)(=O)N(N(C(=O)C1=CC=2C3=C(C(=NC2C=C1)N)C=NN3C)CC3=C(C(=C(C=C3)C(F)(F)F)F)F)C N'-acetyl-4-amino-N-(2,3-difluoro-4-(trifluoromethyl)benzyl)-N',1-dimethyl-1H-pyrazolo[4,3-c]quinoline-8-carbohydrazide